OC=1C=C(C=CC1)C=1C2=CC=C(N2)C(=C2C=CC(C(=C3C=CC(=C(C=4C=CC1N4)C4=CC(=CC=C4)O)N3)C3=CC(=CC=C3)O)=N2)C2=C(C(=C(C(=C2F)F)NCCSSCCNC(=O)OCC2[C@H]3CCC#CCC[C@@H]23)F)F 5,10,15-Tris(3-hydroxyphenyl)-20-[4-((2-((2-(((((1R,8S,9s)-bicyclo[6.1.0]non-4-yn-9-yl)methoxy)carbonyl)amino)ethyl)disulfanyl)ethyl)amino)tetrafluoro-phenyl]porphyrin